COC1=NN(C=C1C(=O)NC1=NC(=CC=C1)C=1N2C(=NN1)CC[C@@H]2C)C=2C=NN(C2)C (S)-3-methoxy-1'-methyl-N-(6-(5-methyl-6,7-dihydro-5H-pyrrolo[2,1-c][1,2,4]triazol-3-yl)pyridin-2-yl)-1'H-[1,4'-bipyrazole]-4-carboxamide